FC1=C(C=CC(=N1)[C@H](CN1C[C@@H]2[C@](C1)(C[C@H](C2)OC2=CC=CC=C2)O)O)O (3aS,5S,6aR)-2-((S)-2-(6-fluoro-5-hydroxypyridin-2-yl)-2-hydroxyethyl)-5-phenoxyhexahydrocyclopenta[c]pyrrol-3a(1H)-ol